({6-[(1,3-benzothiazol-2-yl)amino]-5-Methylpyridazin-3-yl}amino)-1,3-thiazole-4-carboxylic acid ethyl ester C(C)OC(=O)C=1N=C(SC1)NC=1N=NC(=C(C1)C)NC=1SC2=C(N1)C=CC=C2